BrC1=CC(=C(C(=C1)F)[C@H]1N([C@@H](CN2C1=CC=1C=CC=CC21)C)CC(F)(F)F)F (1R,3R)-1-(4-bromo-2,6-difluorophenyl)-3-methyl-2-(2,2,2-trifluoroethyl)-1,2,3,4-tetrahydropyrazino[1,2-a]indole